C(C)(C)(C)OC1=NC=C(C(=N1)OC(C)(C)C)C=1C=C(C=2N(N1)C=CN2)N2C[C@@H](C(C2)(F)F)O (3S)-1-[6-(2,4-ditert-butoxypyrimidin-5-yl)imidazo[1,2-b]pyridazin-8-yl]-4,4-difluoro-pyrrolidin-3-ol